ClC=1C=C(C=C(C1)Cl)NC(=O)C1(CCCO1)C(=O)O 5-[(3,5-dichlorophenyl)carbamoyl]Tetrahydrofuran-5-carboxylic acid